N-(benzo[d][1,3]dioxol-5-yl)-4-chloro-3-(indolin-1-ylsulfonyl)benzamide O1COC2=C1C=CC(=C2)NC(C2=CC(=C(C=C2)Cl)S(=O)(=O)N2CCC1=CC=CC=C21)=O